CC1=NC(=NC=C1)OC1=CC=C(C=C1)C1=CSC2=C1C=NC=C2C(=O)N 3-(4-((4-methylpyrimidin-2-yl)oxy)phenyl)thieno[3,2-c]pyridine-7-carboxamide